8-((R)-1-aminoethyl)-3-cyclopropyl-6-fluoro-2-((S)-tetrahydrofuran-2-yl)quinazolin-4(3H)-one N[C@H](C)C=1C=C(C=C2C(N(C(=NC12)[C@H]1OCCC1)C1CC1)=O)F